C(C)OC(C(CCC=C)(C)C)=O 2,2-Dimethyl-5-hexenoic acid ethyl ester